C(C)OC(=O)[C@H]1C2CCC([C@@H]1NC1=NC(=NN3C1=CC(=C3)C3CC3)Cl)CC2 (1R,2S,3S,4R)-3-((2-chloro-6-cyclopropylpyrrolo[2,1-f][1,2,4]triazin-4-yl)amino)bicyclo[2.2.2]octane-2-carboxylic acid ethyl ester